tert-butyl (S)-4-(2-(1-(2-hydroxy-2-methylpropyl)-1H-pyrazol-4-yl)-6-(1-methyl-6-oxo-1,6-dihydropyridin-3-yl)quinazolin-4-yl)-3-phenylpiperazine-1-carboxylate OC(CN1N=CC(=C1)C1=NC2=CC=C(C=C2C(=N1)N1[C@H](CN(CC1)C(=O)OC(C)(C)C)C1=CC=CC=C1)C1=CN(C(C=C1)=O)C)(C)C